NC1=NC=2C3=C(C(CC2C=N1)(C)C)C(=NN3)C(=O)NC=3SC=C(N3)COC3CCN(CC3)C3CCC1(CC1)CC3 8-amino-4,4-dimethyl-N-[4-({[1-(spiro[2.5]oct-6-yl)piperidin-4-yl]oxy}methyl)-1,3-thiazol-2-yl]-4,5-dihydro-1H-pyrazolo[4,3-H]quinazoline-3-carboxamide